4-amino-7-chloro-5,5-dimethyl-6H-benzo[h]quinazolin-8-ol NC1=NC=NC=2C3=C(CC(C12)(C)C)C(=C(C=C3)O)Cl